4-(1-(2-(3,4-dimethoxyphenyl)-3-isopropyl-1H-indol-5-yl)piperidin-4-yl)-2,6-dimethylmorpholine COC=1C=C(C=CC1OC)C=1NC2=CC=C(C=C2C1C(C)C)N1CCC(CC1)N1CC(OC(C1)C)C